5-methyl-1,2,3,4,4a,5,6,7,8,8a-decahydroisoquinoline CC1C2CCNCC2CCC1